3-chlorobenzofuro[3,2-c]pyridine ClC1=CC2=C(C=N1)C1=C(O2)C=CC=C1